(2E,2'E)-2,2'-(1-(3,5-dimethyl-1H-pyrazol-1-yl)butane-2,3-diylidene)bis(N-ethylhydrazine-1-carbothioamide) CC1=NN(C(=C1)C)C\C(\C(\C)=N\NC(NCC)=S)=N/NC(NCC)=S